NC1=C(C=C(C#N)C=C1)OC(F)(F)F 4-amino-3-(trifluoromethoxy)benzonitrile